C1(=CC=CC2=CC=CC=C12)NC(NC(=O)C1CCCCC1)=S 3-(1-naphthyl)-1-cyclohexyl-formyl-thiourea